(R)-7-bromo-N-(5,7-difluoroquinolin-6-yl)-5-((1-(dimethylamino)propan-2-yl)oxy)quinazolin-4-amine BrC1=CC(=C2C(=NC=NC2=C1)NC=1C(=C2C=CC=NC2=CC1F)F)O[C@@H](CN(C)C)C